5-(2-chloro-ethyl)-2-methyl-6,7-dihydro-5H-pyrazolo[1,5-a]pyrazin-4-one ClCCN1C(C=2N(CC1)N=C(C2)C)=O